C(C)C=1C=CC(=C(C1)S(=O)(=O)NC1=NOC2=C1C(=CC(=C2)CN2N=CC(=C2)CNS(=O)(=O)C=C)OC)OC 5-ethyl-2-methoxy-N-(4-methoxy-6-((4-(vinylsulfonylaminomethyl)-1H-pyrazol-1-yl)methyl)benzo[d]isoxazol-3-yl)benzenesulfonamide